OC=1C(C(NC(C1C(=O)OCC)=O)C=1C=NC(=CC1)C(F)(F)F)C ethyl 4-hydroxy-3-methyl-6-oxo-2-[6-(trifluoromethyl)-3-pyridyl]-2,3-dihydro-1H-pyridine-5-carboxylate